C(C)OC(=O)C1=C(C=NN1C1CC1)C1=C(C=CC=C1Cl)Cl 1-cyclopropyl-4-(2,6-dichlorophenyl)-1H-pyrazole-5-carboxylic acid ethyl ester